6-(4-((4-(1H-pyrazol-4-yl)phenyl)amino)pyrimidin-2-yl)-N,N-dimethylbenzo[b]thiophene-2-carboxamide N1N=CC(=C1)C1=CC=C(C=C1)NC1=NC(=NC=C1)C=1C=CC2=C(SC(=C2)C(=O)N(C)C)C1